N-(6-chloro-3-picolyl)-methylamine ClC1=CC=C(C=N1)CNC